(2R)-2-[(benzylcarbamoyl)amino]-N,N-bis(2-thienylmethyl)hexanamide C(C1=CC=CC=C1)NC(=O)N[C@@H](C(=O)N(CC=1SC=CC1)CC=1SC=CC1)CCCC